(2S,4R)-1-[(S)-2-amino-3,3-dimethylbutyryl]-4-hydroxy-N-[(S)-1-(4-(4-methylthiazol-5-yl)phenyl)ethyl]pyrrolidine-2-carboxamide hydrochloride Cl.N[C@H](C(=O)N1[C@@H](C[C@H](C1)O)C(=O)N[C@@H](C)C1=CC=C(C=C1)C1=C(N=CS1)C)C(C)(C)C